[Rh].C(C)(C)NC(CN1CCNCC1)=O N-isopropyl-2-(piperazin-1-yl)acetamide rhodium